F[C@H](COC1=CC=C(C=C1)C(=O)N1C[C@H](CC1)C1=CC=C(C=C1)F)CN1N=CN=N1 (4-((S)-2-fluoro-3-(2H-tetrazol-2-yl)propoxy)phenyl)((R)-3-(4-fluorophenyl)pyrrolidin-1-yl)methanone